OC(=O)C(F)(F)F.C(C)C1=NN2C(C=C(C(=C2)F)N2CC3(C2)CNC3)=C1N(C=1SC(=C(N1)C1=CC=C(C=C1)F)C#N)C 2-((2-ethyl-6-fluoro-5-(2,6-diazaspiro[3.3]heptane-2-yl)pyrazolo[1,5-a]pyridin-3-yl)(methyl)amino)-4-(4-fluorophenyl)thiazole-5-carbonitrile TFA salt